C1(=C(C=CC=C1)B1OC(C(O1)(C)C)(C)C)C=1C(=CC=CC1)C1=CC=CC=C1 2-([1,1':2',1''-terphenyl]-2-yl)-4,4,5,5-tetramethyl-1,3,2-dioxaborolane